BrCC1=C(C(=C(C(=C1C)CBr)C)CBr)C 2,4,6-tribromomethyltrimethylbenzene